CC1=CC=CC(=N1)C1=C(N=CN1)C=1C=C2C=C(C=NC2=CC1)C=1C=C2CC[C@@H](C2=CC1)N (1S)-5-[6-[5-(6-methyl-2-pyridyl)-1H-imidazol-4-yl]-3-quinolyl]indan-1-amine